5-bromo-2-((tert-butoxycarbonyl)amino)-2,3-dihydro-1H-indene-2-carboxylic acid ethyl ester C(C)OC(=O)C1(CC2=CC=C(C=C2C1)Br)NC(=O)OC(C)(C)C